OC1C(N(CC1)C(=O)C1=CC(=C2N1CCC1=CC(=C(C=C21)C=2N=NN(N2)C)OC)CCC)(C(=O)N)C 3-hydroxy-1-[8-methoxy-9-(2-methyltetrazol-5-yl)-1-propyl-5,6-dihydropyrrolo[2,1-a]isoquinoline-3-carbonyl]-2-methyl-pyrrolidine-2-carboxamide